(R)-6-[2-(4-Carboxy-benzyl)-3-oxo-hexahydro-imidazo[1,5-a]pyrazin-7-ylmethyl]-4-(2-chloro-4-fluoro-phenyl)-2-thiazol-2-yl-1,4-dihydro-pyrimidine-5-carboxylic acid methyl ester COC(=O)C=1[C@@H](N=C(NC1CN1CC2N(CC1)C(N(C2)CC2=CC=C(C=C2)C(=O)O)=O)C=2SC=CN2)C2=C(C=C(C=C2)F)Cl